C[C@H]1[C@H](COC1)N |r| racemic-(3R,4S)-4-methyltetrahydrofuran-3-amine